(2S,3S)-3-nitro-2-(o-tolyl)chromane [N+](=O)([O-])[C@@H]1[C@@H](OC2=CC=CC=C2C1)C1=C(C=CC=C1)C